C(CCN)CCO[C@@H]1[C@@H]([C@H]([C@@H]([C@H](O1)CO)O)O)O[C@@H]2[C@@H]([C@H]([C@@H]([C@H](O2)CO)O)O)O The molecule is a disaccharide derivative consisting of an alpha-D-glucosyl residue glycosidically linked to a 5-aminopentyl group and which carries at O-2 a further alpha-D-glucosyl residue. It is a disaccharide derivative and a glycoside.